((S)-2-(2-fluorophenyl)piperidin-1-yl)-N-((R,E)-4-(methylsulfonyl)but-3-en-2-yl)benzamide FC1=C(C=CC=C1)[C@H]1N(CCCC1)C1=C(C(=O)N[C@H](C)\C=C\S(=O)(=O)C)C=CC=C1